N-[1-[5-chloro-2-[[1-(1-ethyl-4-piperidyl)pyrazol-4-yl]amino]-pyrimidin-4-yl]-3-methyl-indol-5-yl]prop-2-enamide ClC=1C(=NC(=NC1)NC=1C=NN(C1)C1CCN(CC1)CC)N1C=C(C2=CC(=CC=C12)NC(C=C)=O)C